1-(4-(3-((4-amino-5-(4-chlorophenyl)-7-(2-methoxyethyl)-7H-pyrrolo[2,3-d]pyrimidin-6-yl)ethynyl)azetidin-1-yl)piperidin-1-yl)prop-2-en-1-one NC=1C2=C(N=CN1)N(C(=C2C2=CC=C(C=C2)Cl)C#CC2CN(C2)C2CCN(CC2)C(C=C)=O)CCOC